CC1=CC(=NC=C1C=1N2C(C3=CC(=NC=C3C1)NC)=CC=N2)C(CCC)O 1-(4-methyl-5-(9-(methylamino)pyrazolo[5,1-a][2,6]naphthyridin-5-yl)pyridin-2-yl)butan-1-ol